N1=CSC2=C1CCOC21CCN(CC1)C1=CC(=NC(=N1)C(F)(F)F)N1[C@@H]([C@@H](C1)N1CCN(CC1)C(C=C)=O)C 1-(4-((2R,3R)-1-(6-(6',7'-Dihydrospiro[piperidine-4,4'-pyrano[4,3-d]thiazol]-1-yl)-2-(trifluoromethyl)pyrimidin-4-yl)-2-methylazetidin-3-yl)piperazin-1-yl)prop-2-en-1-one